(1R,5S,6S)-6-formyl-3-azabicyclo[3.1.0]Hexane-3-carboxylic acid benzyl ester C(C1=CC=CC=C1)OC(=O)N1C[C@H]2C([C@H]2C1)C=O